COCCN1C[C@@H](CC1)O (3R)-1-(2-methoxyethyl)-3-pyrrolidinol